(1S,3S)-3-((6-(5-(((6-carbamoyl-4-(trifluoromethyl)pyridin-2-yl)oxy)methyl)-1-methyl-1H-1,2,3-triazol-4-yl)-2-methylpyridin-3-yl)oxy)cyclohexane-1-carboxylic acid C(N)(=O)C1=CC(=CC(=N1)OCC1=C(N=NN1C)C1=CC=C(C(=N1)C)O[C@@H]1C[C@H](CCC1)C(=O)O)C(F)(F)F